FC(C=1C=C(C=C(C1)C(F)(F)F)[B-](C1=CC(=CC(=C1)C(F)(F)F)C(F)(F)F)(C1=CC(=CC(=C1)C(F)(F)F)C(F)(F)F)C1=CC(=CC(=C1)C(F)(F)F)C(F)(F)F)(F)F.C(CCCCCCCCCCCCCCCCC)[NH+](C)CCCCCCCCCCCCCCCCCC dioctadecylmethylammonium tetrakis(3,5-di(trifluoromethyl)phenyl)borate